2-(trimethylsilyl)ethylsulfonamide C[Si](CCS(=O)(=O)N)(C)C